C(C=1C(O)=CC=CC1)(=O)N Salicylamide